COC(=O)C1C(NC(C1=O)(C)CC)=O 5-ethyl-5-methyl-2,4-dioxopyrrolidine-3-carboxylic acid methyl ester